CCCCCCCC/C=C\\CCCCCCCCCCCCCC(=O)OCC(CO)O The molecule is a fatty acid ester resulting from the formal condensation of the hydroxy group at position-1 of glycerol with the carboxy group of (15Z)-tetracosenoic acid. It is a 1-monoglyceride and a fatty acid ester. It derives from a glycerol and a (15Z)-tetracosenoic acid.